O1C=NC=C1CN1N=C(C=CC1=O)C=1C=NC(=NC1)OCC(F)(F)F 2-(oxazol-5-ylmethyl)-6-(2-(2,2,2-trifluoroethoxy)pyrimidin-5-yl)pyridazin-3(2H)-one